ClC1=C(C=CC=C1)C1=CC=2C(C3=CC=CC(=C3C2C=C1)C1=CC=CC=C1)(C)C 2-(2-chlorophenyl)-9,9-dimethyl-5-phenyl-9H-fluorene